2-(4-((2-(2,6-dioxopiperidin-3-yl)-3-oxoisoindolin-5-yl)oxy)piperidin-1-yl)acetic acid O=C1NC(CCC1N1CC2=CC=C(C=C2C1=O)OC1CCN(CC1)CC(=O)O)=O